N-(3-aminopropyl)-3-aminopropanesulphonic acid NCCCNCCCS(=O)(=O)O